CSC=1C=CC=NC1 5-(methylthio)pyridin